C(CCC)NC(=O)C1=CC(=NC(=C1)C=1N=NN(C1)C1=CC(=C(C(=O)O)C=C1)C(F)(F)F)C=1N=NN(C1)C1=CC(=C(C(=O)O)C=C1)C(F)(F)F 4,4'-((4-(butylcarbamoyl)pyridine-2,6-diyl)bis(1H-1,2,3-triazole-4,1-diyl))bis(2-(trifluoromethyl)benzoic acid)